2-{[(3S)-3-{2-[(4-chloro-2-fluorophenoxy)methyl]pyridin-4-yl}pyrrolidin-1-yl]methyl}-1-{[1-(cyanomethyl)cyclopropyl]methyl}-1H-1,3-benzodiazole-6-carboxylic acid ClC1=CC(=C(OCC2=NC=CC(=C2)[C@H]2CN(CC2)CC2=NC3=C(N2CC2(CC2)CC#N)C=C(C=C3)C(=O)O)C=C1)F